(E)-N'-(1-(2-hydroxypentyl)ethylidene)azetidine-1-carbothiohydrazide rac-tert-butyl-2-methyl-2-[6-(1-methylindazole-5-amido)imidazo[1,2-a]pyridin-2-yl]pyrrolidine-1-carboxylate C(C)(C)(C)OC(=O)N1[C@](CCC1)(C=1N=C2N(C=C(C=C2)NC(=O)C=2C=C3C=NN(C3=CC2)C)C1)C.OC(C\C(\C)=N\NC(=S)N1CCC1)CCC |r|